NCCC(=O)NC=1N=C(N(C1)C)C(=O)NC=1C=C(N(C1)C)C(=O)OC methyl 4-[4-(3-aminopropanamido)-1-methylimidazole-2-amido]-1-methylpyrrole-2-carboxylate